NC1=C(C=C(C=N1)NC(C(=O)N1[C@H](CC[C@@H](C1)C)C1=CC(=CC=C1)OCCN1CCCC1)=O)CC N-(6-amino-5-ethylpyridin-3-yl)-2-((2R,5S)-5-methyl-2-(3-(2-(pyrrolidin-1-yl)ethoxy)phenyl)piperidin-1-yl)-2-oxoacetamide